C(C)(C)(C)OC(=O)N1C(COCCC1)C1=C(C=C(C=C1)CO)Cl 3-[2-chloro-4-(hydroxymethyl)phenyl]-1,4-oxazepan-4-carboxylic acid tert-butyl ester